4-{8-fluoro-6,12-dioxo-6H,12H-indolo[2,1-b]quinazolin-2-yl}-1H-imidazole-1-carboxylic acid tert-butyl ester C(C)(C)(C)OC(=O)N1C=NC(=C1)C=1C=C2C(N3C(=NC2=CC1)C(C1=CC(=CC=C13)F)=O)=O